(4-bromo-3-chlorophenyl)acetonitrile BrC1=C(C=C(C=C1)CC#N)Cl